NC1=CC=C(C=C1)S(=O)(=O)NC1=NOC(=N1)C 4-amino-N-(5-methyl-1,2,4-oxadiazol-3-yl)benzenesulfonamide